2-chloro-N-(5-((E)-2-(2-(((1r,4r)-4-(dimethylamino)cyclohexyl)amino)pyrimidin-5-yl)vinyl)pyridin-2-yl)benzenesulfonamide ClC1=C(C=CC=C1)S(=O)(=O)NC1=NC=C(C=C1)\C=C\C=1C=NC(=NC1)NC1CCC(CC1)N(C)C